(4-(bromomethyl)piperidin-1-yl)-N-(5-(3,5-difluorobenzyl)-1H-indazol-3-yl)-2-((tetrahydro-2H-pyran-4-yl)amino)benzamide BrCC1CCN(CC1)C=1C(=C(C(=O)NC2=NNC3=CC=C(C=C23)CC2=CC(=CC(=C2)F)F)C=CC1)NC1CCOCC1